(Z)-6-(4-cyanopyridin-2-yl)-N'-(6,7-dihydroquinolin-8(5H)-ylidene)-2,6-diazaspiro[3.3]heptane-2-thiohydrazide C(#N)C1=CC(=NC=C1)N1CC2(CN(C2)C(N\N=C/2\CCCC=3C=CC=NC23)=S)C1